(2R,3S)-3-fluoro-4-oxo-1-(9-phenyl-9H-fluoren-9-yl)pyrrolidine-2-carboxylic acid F[C@H]1[C@H](N(CC1=O)C1(C2=CC=CC=C2C=2C=CC=CC12)C1=CC=CC=C1)C(=O)O